N(=C=O)CC1(C)CC=C(C=C1)CN=C=O 1,4-diisocyanatomethyl-toluene